1-(1,3-Dimethyl-1H-indazol-5-yl)ethan-1-one CN1N=C(C2=CC(=CC=C12)C(C)=O)C